3-cyclopropyl-5-(3,3-difluoropyrrolidine-1-carbonyl)-8-fluoro-N-[6-(4-isopropyl-4H-1,2,4-triazol-3-yl)pyridin-2-yl]-5,6-dihydro-4H-benzo[f]imidazo[1,5-a][1,4]diazepine-9-carboxamide C1(CC1)C=1N=CN2C1CN(CC1=C2C=C(C(=C1)F)C(=O)NC1=NC(=CC=C1)C1=NN=CN1C(C)C)C(=O)N1CC(CC1)(F)F